C(C)(C)(C)OC(=O)N1CCC2(CCN(C2)C2=CC=C(C=C2)C)CC1 2-(4-Methylphenyl)-2,8-diazaspiro[4.5]decane-8-carboxylic acid tert-butyl ester